O1CCCC12CCN(CC2)C(=O)N 1-oxa-8-azaspiro[4.5]decane-8-carboxamide